(4-(bicyclo[2.2.1]heptan-1-yl)phenyl)boronic acid C12(CCC(CC1)C2)C2=CC=C(C=C2)B(O)O